(E)-vinyl phosphorate P(OC=C)([O-])([O-])=O